Methyl-(2-(trifluoromethyl)pyridin-4-yl)carbamic acid tert-butyl ester C(C)(C)(C)OC(N(C1=CC(=NC=C1)C(F)(F)F)C)=O